4-[3-(dibenzothiophen-4-yl)phenyl]-8-(naphthalen-2-yl)-[1]benzofuro[3,2-d]pyrimidine C1=CC=C(C=2SC3=C(C21)C=CC=C3)C=3C=C(C=CC3)C=3C2=C(N=CN3)C3=C(O2)C=CC(=C3)C3=CC2=CC=CC=C2C=C3